C(C1=CC=CC=C1)NC(N(C1=NC=C(C=C1)C=1C=NN(C1)C)[C@@H]1CC[C@H](CC1)NC1=NC=C(C(=N1)NCCCOCC)C#N)=O 3-benzyl-1-(trans-4-((5-cyano-4-((3-ethoxypropyl)amino)-pyrimidin-2-yl)amino)-cyclohexyl)-1-(5-(1-methyl-1H-pyrazol-4-yl)pyridin-2-yl)urea